(2-oxo-ethyl)-(3-phenylpropyl)carbamic acid tert-butyl ester C(C)(C)(C)OC(N(CCCC1=CC=CC=C1)CC=O)=O